C/C(/C(=O)O)=C/C(=O)O (2Z)-2-methylbutan-2-enedioic acid